(1r,4r)-4-(((benzyloxy)carbonyl)amino)cyclohexanol C(C1=CC=CC=C1)OC(=O)NC1CCC(CC1)O